FC1(CCC(CC1)C1=NC=CC(=C1NC(=O)C=1C=NC(=NC1)OC(C)C)C1=NC=C(C=C1F)F)F N-(2'-(4,4-difluorocyclohexyl)-3,5-difluoro-[2,4'-bipyridin]-3'-yl)-2-isopropoxypyrimidine-5-carboxamide